C(#N)CCC(C(=O)N)=C cyanoethylacrylamide